α-aminoarachidonic acid NC(C(=O)O)CC\C=C/C\C=C/C\C=C/C\C=C/CCCCC